(5RS)-7-[4-({(1R)-1-[3-(difluoromethyl)-2-fluorophenyl]ethyl}amino)-2-methylpyrido[3,4-d]pyrimidin-6-yl]-2,7-diazaspiro[4.4]nonan-3-one FC(C=1C(=C(C=CC1)[C@@H](C)NC=1C2=C(N=C(N1)C)C=NC(=C2)N2C[C@@]1(CC(NC1)=O)CC2)F)F |&1:24|